4-bromo-3-fluoro-benzene-1,2-diol BrC=1C(=C(C(=CC1)O)O)F